(8-difluoromethylene-1,8-dihydrodibenzo[e,h]azulen-2-yl)-N-(1,1-dimethylethyl)dimethylsilanamide titanium (III) [Ti+3].FC(=C1C2=C(C=3CC(=CC3C3=C1C=CC=C3)C[Si](=O)N(C(C)(C)C)C)C=CC=C2)F